ClC1=C(C(=O)NCC(=O)N[C@@H](CC(C)C)B2OC([C@@H]3CC[C@@H](C(O2)=O)N3C)=O)C=C(C=C1)Cl 2,5-dichloro-N-(2-(((R)-3-methyl-1-((1S,7S)-10-methyl-2,6-dioxo-3,5-dioxa-10-aza-4-borabicyclo[5.2.1]decan-4-yl)butyl)amino)-2-oxoethyl)benzamide